FC1=C(C(=CC(=C1)N1CC(C1)O)F)N1C(NC(CC1)=O)=O 1-(2,6-Difluoro-4-(3-hydroxyazetidin-1-yl)phenyl)dihydropyrimidine-2,4(1H,3H)-dione